(M)-6-[4-[4-(aminomethyl)-1-oxo-2H-phthalazin-6-yl]-2-methyl-pyrazol-3-yl]-3-chloro-7-fluoro-8-methyl-quinoline-5-carbonitrile NCC1=NNC(C2=CC=C(C=C12)C1=C(N(N=C1)C)C1=C(C=2C=C(C=NC2C(=C1F)C)Cl)C#N)=O